BrC1=C(C(=O)N2CCC(CC2)C(=O)NCCNC)C=CC(=C1)NC=1C=2N(C=CN1)C(=CN2)C2=CC(=C(C=C2)OC)F 1-[2-bromo-4-[[3-(3-fluoro-4-methoxy-phenyl)imidazo[1,2-a]pyrazin-8-yl]amino]benzoyl]-N-[2-(methylamino)ethyl]piperidine-4-carboxamide